NC1=C(C=C(C=C1)C1CC1)P(C)(C)=O (2-Amino-5-cyclopropylphenyl)dimethylphosphine oxide